N=1N(N=CC1)C1=C(C=C(C=N1)NC(C1=C(C=C(C(=C1)F)C1=C(C(=NC=C1C#C)F)N)Cl)=O)C(F)(F)F N-(6-(2H-1,2,3-triazol-2-yl)-5-(trifluoromethyl)pyridin-3-yl)-4-(3-amino-5-ethynyl-2-fluoropyridin-4-yl)-2-chloro-5-fluorobenzamide